ClC=1C=C(C=C(C1)Cl)NC(=O)C=1N(C(=C2C(NC(CCC21)(C)C)=O)C)C N-(3,5-dichlorophenyl)-2,3,6,6-tetramethyl-4-oxo-2,4,5,6,7,8-hexahydropyrrolo[3,4-c]azepine-1-carboxamide